(S)-N-(8-(1-methoxyethyl)-2-methylimidazo[1,2-b]pyridazin-7-yl)-N'-(6-(1,3-oxazol-2-yl)-5-(trifluoromethyl)pyridin-3-yl)urea CO[C@@H](C)C=1C=2N(N=CC1NC(=O)NC=1C=NC(=C(C1)C(F)(F)F)C=1OC=CN1)C=C(N2)C